C1(=C(C(=CC=C1)C)C)P(C1=C(C(=CC=C1)C)C)C1=C(C(=CC=C1)C)C tri(xylyl)phosphine